O=C[C@@H](O)[C@H](O)[C@H](O)[C@@H](O)C L-fucose